CN(C1=C(C=CC=C1)C=1N=CC2=C(N1)C(=NN2C)CC2=CC=C(C=C2)C(=O)N2CCN(CC2)C)C 5-(N,N-dimethyl-2-aminophenyl)-3-[4-(4-methylpiperazine-1-carbonyl)benzyl]-1-methyl-1H-pyrazolo[4,3-d]pyrimidine